1-(3-((2-amino-5-chloropyridin-3-yl)oxy)phenyl)-3-(benzo[b]thiophen-5-yl)urea NC1=NC=C(C=C1OC=1C=C(C=CC1)NC(=O)NC1=CC2=C(SC=C2)C=C1)Cl